13-Bromo-19-cyclopropyl-14-hydroxy-16,16-dioxo-5-(trifluoromethyl)-9-oxa-16λ6-thia-4,17-diazatetracyclo[16.3.1.111,15.02,7]tricosa-1(21),2,4,6,11(23),12,14,18(22),19-nonaen-10-one BrC1=CC=2C(OCC3=CC(=NC=C3C3=CC=C(C(NS(C(=C1O)C2)(=O)=O)=C3)C3CC3)C(F)(F)F)=O